CC1=CC=C(C=C1)C(CO)C 2-(4-methylphenyl)-propan-1-ol